2-[[4-[[2-(Diethylamino)ethyl]methylamino]-6-[[[4-(methylsulfonyl)phenyl]methyl]amino]-2-pyrimidinyl]amino]-4-methyl-5-thiazolecarboxylic acid ethyl ester C(C)OC(=O)C1=C(N=C(S1)NC1=NC(=CC(=N1)N(C)CCN(CC)CC)NCC1=CC=C(C=C1)S(=O)(=O)C)C